3-chlorodibenzo[1,4]oxazepin-11(11H)-one ClC1=CC2=C(C(NC3=C(O2)C=CC=C3)=O)C=C1